[Mg].C(C)(C)(C)OC methyl tertiary butyl ether magnesium